2-(1-mercaptoethyl)furane SC(C)C=1OC=CC1